CC1C=C(CC2C(C3=CC=CC=C3C(C12)=O)=O)C 1,3-dimethyl-1,4,4a,9a-tetrahydroanthraquinone